ClC=1C=C(C=C(C1)Cl)C1=C2C=CC(=C(C2=CC=C1)N(C)C)C(=O)N 5-(3,5-dichlorophenyl)-1-(dimethylamino)naphthalene-2-carboxamide